BrC1=CC2=CN(N=C2C=C1)CC(C)(O)C 1-(5-bromoindazol-2-yl)-2-methyl-propan-2-ol